NC=1SC=C(C1C(=O)C1=CC=C(C=C1)Cl)CC (2-amino-4-ethyl-3-thienyl)-(4-chlorophenyl)methanone